2,6-Dichloro-N-(5-fluoropyridin-2-yl)-5-nitropyrimidin-4-amine ClC1=NC(=C(C(=N1)NC1=NC=C(C=C1)F)[N+](=O)[O-])Cl